FC(C1=CC=CC(=N1)NC(=O)C=1C(=CC=2N(C1)C=C(N2)C2CCC(CC2)CN2CCC(CC2)C=2C=C1C(=CN(C1=CC2)C2C(NC(CC2)=O)=O)C)OC(C)C)F N-[6-(difluoromethyl)-2-pyridinyl]-2-[4-[[4-[1-(2,6-dioxo-3-piperidinyl)-3-methyl-indol-5-yl]-1-piperidinyl]methyl]cyclohexyl]-7-isopropoxy-imidazo[1,2-a]pyridine-6-carboxamide